4-bromo-1-(2-(3,3-difluoropyrrolidin-1-yl)-2-oxoethyl)-1'-(1H-pyrazolo[4,3-b]pyridine-5-carbonyl)spiro[indoline-3,4'-piperidin]-2-one BrC1=C2C(=CC=C1)N(C(C21CCN(CC1)C(=O)C1=CC=C2C(=N1)C=NN2)=O)CC(=O)N2CC(CC2)(F)F